CC1=NC(=CC=C1C=1C=C(C=C(C1)C=1C2=CC=CC=C2C=2C=CC=CC2C1)C1=NC(=NC(=N1)C1=CC=CC=C1)C1=CC=CC=C1)C 2-[3-(2,6-dimethyl-3-pyridinyl)-5-(9-phenanthryl)phenyl]-4,6-diphenyl-1,3,5-triazine